2-fluoro-4-(4-methyl-1H-imidazol-1-yl)benzoic acid FC1=C(C(=O)O)C=CC(=C1)N1C=NC(=C1)C